C(CCCCCCCC=CCCCCCCCCCCCCCCCCCC)(=O)[O-] octacos-9-enoate